((R)-4-(4-amino-6-(6-ethynyl-4-methylpyridin-3-yl)-7-methyl-7H-pyrrolo[2,3-d]pyrimidin-5-yl)cyclohex-3-en-1-yl)((S)-2-methylpyrrolidin-1-yl)methanone NC=1C2=C(N=CN1)N(C(=C2C2=CC[C@@H](CC2)C(=O)N2[C@H](CCC2)C)C=2C=NC(=CC2C)C#C)C